(+)-mandelic acid ethyl ester C(C)OC(C(O)C1=CC=CC=C1)=O